N-ethyl-N-(5-fluoro-2-((4-(7-((2-oxo-2,3-dihydro-1H-benzo[d]imidazol-5-yl)methyl)-2,7-diazaspiro[4.4]nonan-2-yl)pyrimidin-5-yl)oxy)phenyl)isobutyramide C(C)N(C(C(C)C)=O)C1=C(C=CC(=C1)F)OC=1C(=NC=NC1)N1CC2(CC1)CN(CC2)CC2=CC1=C(NC(N1)=O)C=C2